6-((3-(6-chloropyridin-3-yl)-5-cyclopropylisoxazol-4-yl)methoxy)-N-(2-oxaspiro[3.3]heptan-6-yl)pyridazine-3-carboxamide ClC1=CC=C(C=N1)C1=NOC(=C1COC1=CC=C(N=N1)C(=O)NC1CC2(COC2)C1)C1CC1